ClC=1C=CC(=C(C1)CC(C)O)C1=C(SC(=C1)C1=CC=CC=C1)C1=CC=CC=C1 [5-Chloro-2-(2,5-diphenylthiophen-3-yl)phenyl]propan-2-ol